4-bromo-6-(trifluoromethyl)-1H-benzo[d][1,2,3]triazole BrC1=CC(=CC=2NN=NC21)C(F)(F)F